BrC1=C(C=C(C=NS(=O)C(C)(C)C)C=C1)C N-(4-bromo-3-methylbenzylidene)-2-methylpropane-2-sulfinamide